FC(C(=O)O)(F)F.NC=1C=C(C=C(C1)OC1=NC=C(C=N1)C=1C=NN(C1)C)CCCCCOC1=C2C=CN(C2=C(C=C1)NC1=NC(=NC=C1Br)Cl)S(=O)(=O)C 4-(5-(3-amino-5-(5-(1-methyl-1H-pyrazol-4-yl)pyrimidin-2-yloxy)phenyl)pentyloxy)-N-(5-Bromo-2-chloropyrimidin-4-yl)-1-(methylsulfonyl)indole-7-amine trifluoroacetate